5,7-dihydroxyl-3-(((2R,3S,4S,5S,6R)-3,4,5-trihydroxy-6-methyltetrahydro-2H-pyran-2-yl)oxy)-2-(3,4,5-trihydroxyphenyl)-4H-chromone OC1=C2C(C(=C(OC2=CC(=C1)O)C1=CC(=C(C(=C1)O)O)O)O[C@H]1O[C@@H]([C@H]([C@@H]([C@@H]1O)O)O)C)=O